CCCCCCCCCCCCCCCCCCCCCCCCCCCCCCCCCCCCCCCCCCCCCCCCCCCCCCCCCCCCCCCCCCCCCCCCCCCCCCCCCCCCCCCCCCCCCCC n-Pentanonacontane